CC1C(O1)OC(=O)C(=C)C 3-Epoxypropyl methacrylate